CN1C(=NC2=C(C=C(C=C2C1=O)C)C(C)(C)NC1=C(C(=O)OC)C=C(C=C1)F)N1CCOCC1 methyl 2-[[1-(3,6-dimethyl-2-morpholino-4-oxo-quinazolin-8-yl)-1-methyl-ethyl]amino]-5-fluoro-benzoate